COC=1C(=C2C=CNC2=C(C1)C([2H])([2H])[2H])CN1C(CC2(CCO2)CC1)C1=CC=C(C(=O)O)C=C1 4-(7-((5-methoxy-7-(methyl-d3)-1H-indol-4-yl)methyl)-1-oxa-7-azaspiro[3.5]nonan-6-yl)benzoic acid